2H-indazole-7-carboxamide N=1NC=C2C=CC=C(C12)C(=O)N